FC(OC1=CC=2C(=C3C(=NC2C=C1OCCCN1CCCC1)CCC3)NCC)F 7-(difluoromethoxy)-N-ethyl-6-[3-(pyrrolidin-1-yl)propoxy]-1H,2H,3H-cyclopenta[b]quinolin-9-amine